tert-butyl (S)-2-((3-((1-(7-(5-(methoxycarbonyl)thiophen-2-yl)quinolin-5-yl)cyclopropyl)carbamoyl)-4-methylphenoxy)methyl)azetidine-1-carboxylate COC(=O)C1=CC=C(S1)C1=CC(=C2C=CC=NC2=C1)C1(CC1)NC(=O)C=1C=C(OC[C@H]2N(CC2)C(=O)OC(C)(C)C)C=CC1C